2-{[rel-(2R,3S)-3-(2-chlorophenyl)-2-(2,4-difluorophenyl)oxiran-2-yl]methyl}-2,4-dihydro-3H-1,2,4-triazol-3-thion ClC1=C(C=CC=C1)[C@H]1[C@@](O1)(C1=C(C=C(C=C1)F)F)CN1N=CNC1=S |o1:7,8|